C(C1=CC=CC=C1)OC(=O)N1CCC(CC1)CN1CCC(CC1)C1CC(C1)OC1=NC=CC(=C1)N1C2CN(CC1CC2)C(=O)OC(C)(C)C tert-butyl 8-(2-((1r,3r)-3-(1-((1-((benzyloxy) carbonyl) piperidin-4-yl) methyl) piperidin-4-yl) cyclobutoxy) pyridin-4-yl)-3,8-diazabicyclo[3.2.1]octane-3-carboxylate